FCCC(CCF)NC1=NC(=NC=C1C)NC1=CC2=C(B(OC2)O)C=C1 5-((4-((1,5-difluoropentan-3-yl)amino)-5-methylpyrimidin-2-yl)amino)benzo[c][1,2]oxaborol-1(3H)-ol